C(=S)OCC1=CC=CC=C1 benzyl thioformate